(1S,4R)-2-azabicyclo[2.2.1]Hept-5-ene-2-carboxylic acid tert-butyl ester C(C)(C)(C)OC(=O)N1[C@@H]2C=C[C@H](C1)C2